2,6-dibromo-3,5-difluoro-4-methylbenzyl (1R)-cis-3-[(Z)-2-chloro-3,3,3-trifluoro-1-propenyl]-2,2-dimethylcyclopropanecarboxylate Cl\C(=C/[C@@H]1C([C@@H]1C(=O)OCC1=C(C(=C(C(=C1Br)F)C)F)Br)(C)C)\C(F)(F)F